C(C)(C)(C)OC(=O)N1CCC2(CC1)OC1=CC(=CC=C1CC2)Br 7-bromospiro[chroman-2,4'-piperidine]-1'-carboxylic acid tert-butyl ester